N-(2,6-dimethyl-3-pyridyl)-5-phenyl-1H-pyrrole-3-sulfonamide CC1=NC(=CC=C1NS(=O)(=O)C1=CNC(=C1)C1=CC=CC=C1)C